2-(methylsulfonyl)-1-methyl-1H-imidazole-4-carboximidoamide hydrochloride Cl.CS(=O)(=O)C=1N(C=C(N1)C(N)=N)C